5,6-diphenoxy-4,7-bis(2-thienyl)-2,1,3-benzothiadiazole O(C1=CC=CC=C1)C1=C(C=2C(=NSN2)C(=C1OC1=CC=CC=C1)C=1SC=CC1)C=1SC=CC1